5-nitro-2-[5-(trifluoromethyl)-1,3,4-oxadiazol-2-yl]benzenesulfonyl chloride [N+](=O)([O-])C=1C=CC(=C(C1)S(=O)(=O)Cl)C=1OC(=NN1)C(F)(F)F